2-(2-aminoacetamido)-2-((oleoyloxy)methyl)propane NCC(=O)NC(C)(C)COC(CCCCCCC\C=C/CCCCCCCC)=O